(S)-N-(10-methyl-11-oxo-10,11-dihydrodibenzo[b,f][1,4]thiazepin-7-yl)tetrahydrofuran-2-carboxamide CN1C2=C(SC3=C(C1=O)C=CC=C3)C=C(C=C2)NC(=O)[C@H]2OCCC2